FC(C1=NN(C2=CC=C(C=C12)NC(C1=C(C=C(C=C1)S(=O)(=O)CC)N1CCC2(CC2)CC1)=O)C)F N-(3-(difluoromethyl)-1-methyl-1H-indazol-5-yl)-4-(ethylsulphonyl)-2-(6-azaspiro[2.5]oct-6-yl)benzamide